(2R or S)-1,1-difluoro-1-{2-fluoro-3-[(1R)-1-{[6-(methanesulfonyl)-2-methylpyrido[3,4-d]pyrimidin-4-yl]amino}ethyl]phenyl}-2-methylbut-3-yn-2-ol FC([C@@](C#C)(O)C)(C1=C(C(=CC=C1)[C@@H](C)NC=1C2=C(N=C(N1)C)C=NC(=C2)S(=O)(=O)C)F)F |o1:2|